FC=1C=C(N)C=C(C1C)[N+](=O)[O-] 3-fluoro-4-methyl-5-nitroaniline